(4-amino-7-fluoro-1-methyl-1H-pyrazolo[4,3-c]quinolin-8-yl)((4aS,9bS)-7-(trifluoromethyl)-3,4,4a,9b-tetrahydrobenzofuro[3,2-b]pyridin-1(2H)-yl)methanone NC1=NC=2C=C(C(=CC2C2=C1C=NN2C)C(=O)N2[C@@H]1[C@H](CCC2)OC2=C1C=CC(=C2)C(F)(F)F)F